4-(4-cyclopropylpiperazin-1-yl)benzamide C1(CC1)N1CCN(CC1)C1=CC=C(C(=O)N)C=C1